5-(4-acetyl-piperazin-1-yl)-2-sec-butyl-7-((R)-1-quinolin-3-yl-ethylamino)-2H-pyrazolo[4,3-d]pyrimidine-3-carbonitrile C(C)(=O)N1CCN(CC1)C=1N=C(C=2C(N1)=C(N(N2)C(C)CC)C#N)N[C@H](C)C=2C=NC1=CC=CC=C1C2